OC=1C(=C(C(=O)C2=CC=C(C=C2)OC(C)C)C=CC1OCC)O dihydroxy-4-ethoxy-4'-isopropoxybenzophenone